5-(1,4-diazepan-1-yl)benzo[cd]indol-2(1H)-one N1(CCNCCC1)C=1C=CC=2C(NC3=CC=CC1C23)=O